OC1(CCC1)C(=O)O 1-hydroxycyclobutyl-carboxylic acid